ClC1=CSC2=C1NC(=C2)C(=O)N2C1CCC([C@H]2C(=O)N[C@H](C[C@@H]2C(NCC2)=O)C(CO)=O)CC1 (S)-2-(3-chloro-4H-thieno[3,2-b]pyrrole-5-carbonyl)-N-((R)-4-hydroxy-3-oxo-1-((R)-2-oxopyrrolidin-3-yl)butan-2-yl)-2-azabicyclo[2.2.2]octane-3-carboxamide